(R)-N-((5-chloro-6-((3-methylisoxazol-5-yl)methoxy)-1H-indol-2-yl)methyl)-2-(difluoromethyl)pyrrolidine-1-carboxamide ClC=1C=C2C=C(NC2=CC1OCC1=CC(=NO1)C)CNC(=O)N1[C@H](CCC1)C(F)F